NCC1=CC=C(C=C1)CN1C(=NC2=C(N=NC(=C21)OC(C)C)N)S(=O)CCC 3-[[4-(aminomethyl)phenyl]methyl]-4-isopropoxy-2-propylsulfinyl-imidazo[4,5-d]pyridazin-7-amine